CC=1C=C2C(=C(N1)C)NC(=C2)C2=CC(=C1C=C(N=NC1=C2)C2CCNCC2)F 7-(5,7-Dimethyl-1H-pyrrolo[2,3-c]pyridin-2-yl)-5-fluoro-3-(piperidin-4-yl)cinnoline